(S)-3-((S)-sec-butyl)-N-methyl-N-((2-methyloxazol-4-yl)methyl)-2-oxo-1,2,3,5-tetrahydro-4H-benzo[e][1,4]diazepine-4-carboxamide [C@H](C)(CC)[C@@H]1N(CC2=C(NC1=O)C=CC=C2)C(=O)N(CC=2N=C(OC2)C)C